N-((S)-1-Cyclopropylethyl)-2-(3-(5-(((S)-1-Cyclopropylethyl)Carbamoyl)-1-(3-Hydroxypropyl)-1H-1,2,4-Triazol-3-Yl)Phenyl)Oxazole-5-Carboxamide C1(CC1)[C@H](C)NC(=O)C1=CN=C(O1)C1=CC(=CC=C1)C1=NN(C(=N1)C(N[C@@H](C)C1CC1)=O)CCCO